6,7-dihydro-5H-quinoline N1=CC=CC=2CCCCC12